ClC1=C(C(=CC=C1)Cl)C1=CC2=C(N=C(N=C2)NC2=CC=C(C=C2)N2CCOCC2)N(C1=O)C 6-(2,6-dichlorophenyl)-8-methyl-2-((4-morpholinophenyl)amino)pyrido[2,3-d]pyrimidin-7(8H)-one